(3R)-3-(4-Chlorophenyl)-2-[(5-chloropyridin-2-yl)methyl]-6-[2-hydroxy-1-(4-hydroxypiperidin-1-yl)propan-2-yl]-3-methoxy-2,3-dihydro-1H-isoindol-1-on ClC1=CC=C(C=C1)[C@@]1(N(C(C2=CC(=CC=C12)C(CN1CCC(CC1)O)(C)O)=O)CC1=NC=C(C=C1)Cl)OC